B(O)O.O1BOBOB1 boroxine boronate